5-ethynyl-6-fluoro-4-(8-fluoro-2-(((2R,7aS)-2-fluorotetrahydro-1H-pyrrolizin-7a(5H)-yl)methoxy)-4-(methyl(((S)-piperidin-2-yl)methyl)amino)pyrido[4,3-d]pyrimidin-7-yl)naphthalen-2-ol C(#C)C1=C2C(=CC(=CC2=CC=C1F)O)C1=C(C=2N=C(N=C(C2C=N1)N(C[C@H]1NCCCC1)C)OC[C@]12CCCN2C[C@@H](C1)F)F